COC=1C=C(C=C(C1OC)OC)CC#N 3,4,5-trimethoxyphenylacetonitrile